(1S,2S,3R,5S)-3-((3-((1R,2S)-2-(3,4-Difluorophenyl)cyclopropyl)-5-(propylsulfanyl)-3H-[1,2,3]triazolo[4,5-d]pyrimidin-7-yl)amino)-5-(2-hydroxyethoxy)cyclopentane-1,2-diol FC=1C=C(C=CC1F)[C@H]1[C@@H](C1)N1N=NC2=C1N=C(N=C2N[C@H]2[C@@H]([C@@H]([C@H](C2)OCCO)O)O)SCCC